ClC1=C(C#N)C(=CC=N1)NC1=CC=2C3=C(C(N(C2C=C1)C)=O)OCC(N3)C 2-chloro-4-((2,6-dimethyl-5-oxo-2,3,5,6-tetrahydro-1H-[1,4]oxazino[2,3-c]quinolin-9-yl)amino)nicotinonitrile